6-{[2-(4-methoxyphenyl)[1,2,4]triazolo[1,5-c]quinazolin-5-yl]amino}-1,4-diazacycloheptan-5-one COC1=CC=C(C=C1)C1=NN2C(=NC=3C=CC=CC3C2=N1)NC1C(NCCNC1)=O